2,2-bis(m-methacryloyloxyphenyl)propane C(C(=C)C)(=O)OC=1C=C(C=CC1)C(C)(C)C1=CC(=CC=C1)OC(C(=C)C)=O